(1S,3aR,6aS)-2-(9-fluoro-9H-fluorene-9-carbonyl)-N-((S)-4-hydroxy-3-oxo-1-((R)-2-oxopyrrolidin-3-yl)butan-2-yl)octahydrocyclopenta[c]pyrrole-1-carboxamide FC1(C2=CC=CC=C2C=2C=CC=CC12)C(=O)N1[C@@H]([C@@H]2[C@H](C1)CCC2)C(=O)N[C@@H](C[C@@H]2C(NCC2)=O)C(CO)=O